N1CC(C1)OCCC1CCN(CC1)C(=O)OC(C)(C)C tert-butyl 4-[2-(azetidin-3-yloxy)ethyl]piperidine-1-carboxylate